C1=NC=C(C2=CC=CC=C12)N1C(N(C[C@@H]1C#N)C1=NC(=NC=C1OC)C(F)(F)F)=O |r| racemic-3-(isoquinolin-4-yl)-1-(5-methoxy-2-(trifluoromethyl)pyrimidin-4-yl)-2-oxoimidazolidine-4-carbonitrile